2-(Azidofluoromethyl)-5,6-dihydro-4H-1,3-oxazine N(=[N+]=[N-])C(C=1OCCCN1)F